CN(C(C=C)=O)[C@H]1C[C@H](CC1)OC=1C=2N(C=C(N1)C=1C=NN(C1)C)N=CC2C2=CC=CC=C2 N-methyl-N-((1R,3S)-3-(6-(1-methylpyrazol-4-yl)-3-phenyl-pyrazolo[1,5-a]pyrazin-4-yl)oxycyclopentyl)prop-2-enamide